6-chloro-4-methoxy-1,3-dihydro-2H-benzo[d]imidazol-2-one ClC=1C=C(C2=C(NC(N2)=O)C1)OC